FCCOCOCCF 1,1-Bis(2-fluoroethoxy)methane